Tert-butyl (4-(4-((3-carbamoyl-1-(4-(methyl(5-oxopentyl)carbamoyl)phenyl)-1H-pyrazol-4-yl)carbamoyl)oxazol-2-yl)pyridin-2-yl)(cyclopropylmethyl)carbamate C(N)(=O)C1=NN(C=C1NC(=O)C=1N=C(OC1)C1=CC(=NC=C1)N(C(OC(C)(C)C)=O)CC1CC1)C1=CC=C(C=C1)C(N(CCCCC=O)C)=O